(E)-4-fluoro-N-((2-(4-(trifluoromethyl)styryl)oxazol-4-yl)methyl)aniline FC1=CC=C(NCC=2N=C(OC2)\C=C\C2=CC=C(C=C2)C(F)(F)F)C=C1